N-(4-fluoro-5-(((2S,4R)-4-((6-fluorobenzo[d]isoxazol-3-yl)oxy)-2-methylpyrrolidin-1-yl)methyl)thiazol-2-yl)acetamide FC=1N=C(SC1CN1[C@H](C[C@H](C1)OC1=NOC2=C1C=CC(=C2)F)C)NC(C)=O